C(C)(=O)C=1C=NC(=NC1)OC(C(=O)O)CC ((5-acetylpyrimidin-2-yl)oxy)butanoic acid